triethylene glycol di-m-toluate C1(=CC(=CC=C1)C(=O)OCCOCCOCCOC(=O)C=1C=C(C=CC1)C)C